methyl (2R)-1-[[2-benzyloxy-2-oxo-1-[4-(trifluoromethyl)-3-pyridyl]ethyl]-(4-cyclopropyl-2-fluoro-phenyl)carbamoyl]pyrrolidine-2-carboxylate C(C1=CC=CC=C1)OC(C(C=1C=NC=CC1C(F)(F)F)N(C(=O)N1[C@H](CCC1)C(=O)OC)C1=C(C=C(C=C1)C1CC1)F)=O